3-[4-methoxy-3-[(methoxycarbonyl)oxy]phenyl]prop-2-enoic acid ethyl ester C(C)OC(C=CC1=CC(=C(C=C1)OC)OC(=O)OC)=O